C(C1=CC=CC=C1)OC(NCCOCCN)=O (2-(2-Aminoethoxy)ethyl)carbamic acid benzyl ester